C(#N)CNC(C1=CC=C(C=C1)C1=NC(=NC=C1C)NC=1C=NN(C1)C1CCNCC1)=O N-(cyanomethyl)-4-(5-methyl-2-((1-(piperidin-4-yl)-1H-pyrazol-4-yl)amino)pyrimidin-4-yl)benzamide